ClC=1C(=C(C=CC1)NC1=NC=NC2=CC(=C(C=C12)[N+](=O)[O-])C#C[C@@]1(CNCCC1)C)F (R)-N-(3-chloro-2-fluorophenyl)-7-((3-methylpiperidin-3-yl)ethynyl)-6-nitroquinazolin-4-amine